2-((2S,4S)-2-((((cis)-4-carbamoylcyclohexyl)amino)methyl)-5-chloro-2-phenyl-2,3-dihydro-benzofuran-4-yl)-3-fluorobenzamide C(N)(=O)[C@H]1CC[C@H](CC1)NC[C@@]1(OC2=C(C1)C(=C(C=C2)Cl)C2=C(C(=O)N)C=CC=C2F)C2=CC=CC=C2